ClC=1C=CC(=C(C1)N1N=C(C=2C=NC(=CC21)C=2C=NN1C2N=CC=C1)C)SC(F)F 1-(5-chloro-2-((difluoromethyl)thio)phenyl)-3-methyl-6-(pyrazolo[1,5-a]pyrimidin-3-yl)-1H-pyrazolo[4,3-c]pyridine